Sodium docosanoate C(CCCCCCCCCCCCCCCCCCCCC)(=O)[O-].[Na+]